The molecule is a divalent inorganic anion obtained by removal of both protons from hydrogen sulfide. It is a conjugate base of a hydrosulfide. [S-2]